FC(COC1=CC=C(C=C1)C#CC1=C2C=C(N=CC2=C(N=C1)NC)NC(=O)C1CC1)(C)C N-(5-((4-(2-fluoro-2-methylpropoxy)phenyl)ethynyl)-8-(methylamino)-2,7-naphthyridin-3-yl)cyclopropanecarboxamide